CNC(=O)C=1N=NN(C1)CCCCC=1N=NC(=CC1)NC(CC1=CC(=CC=C1)C1CCOCC1)=O N-methyl-1-(4-(6-(2-(3-(tetrahydro-2H-pyran-4-yl)phenyl)acetamido)pyridazin-3-yl)butyl)-1H-1,2,3-triazole-4-carboxamide